3-((2,3-dihydrobenzofuran-5-yl)methyl)-7-((4-methoxyphenyl)sulfonyl)-5-methyl-3,5,6,7,8,9-hexahydro-4H-pyrido[4',3':4,5]pyrrolo[2,3-d]pyridazin-4-one O1CCC2=C1C=CC(=C2)CN2N=CC1=C(C2=O)N(C2=C1CCN(C2)S(=O)(=O)C2=CC=C(C=C2)OC)C